methyl o-sulfonylaminobenzoate S(=O)(=O)=NC1=C(C(=O)OC)C=CC=C1